2-bromonaphthalene-1,4-dione BrC=1C(C2=CC=CC=C2C(C1)=O)=O